N-(3-(1H-pyrazol-1-yl)benzyl)-N-(3-methoxybenzyl)-3-((2-(3-methoxybenzyloxy)ethoxy)methyl)aniline N1(N=CC=C1)C=1C=C(CN(C2=CC(=CC=C2)COCCOCC2=CC(=CC=C2)OC)CC2=CC(=CC=C2)OC)C=CC1